FC=1C=C(C=C(C1N1CCC(CC1)C(F)(F)F)F)NC1CCC(CC1)N N1-(3,5-difluoro-4-(4-(trifluoromethyl)piperidin-1-yl)phenyl)cyclohexane-1,4-diamine